tert-butyl (9-(5-((2-amino-3-chloropyridin-4-yl)thio)pyrazine-2-yl)-3,9-diazaspiro[5.5]undecane-1-yl)carbamate NC1=NC=CC(=C1Cl)SC=1N=CC(=NC1)N1CCC2(CCNCC2NC(OC(C)(C)C)=O)CC1